tert-butyl 4-allyl-4-((4-chloro-3-fluorophenyl)amino)piperidine-1-carboxylate Tert-butyl-4-((4-chloro-3-fluorophenyl)amino)-4-cyanopiperidine-1-carboxylate C(C)(C)(C)OC(=O)N1CCC(CC1)(C#N)NC1=CC(=C(C=C1)Cl)F.C(C=C)C1(CCN(CC1)C(=O)OC(C)(C)C)NC1=CC(=C(C=C1)Cl)F